C1(CC1)S(=O)(=O)N1CCCC1 (Cyclopropylsulfonyl)pyrrolidin